N-(5-bromo-3-methyl-pyrazin-2-yl)-carbamic acid tert-butyl ester C(C)(C)(C)OC(NC1=NC=C(N=C1C)Br)=O